COC1=C(C=C(C=C1)OC)C=C1C=C(C(C(=C1)C(C)(C)C)=O)C(C)(C)C 4-(2,5-dimethoxyphenyl)methylene-2,6-di-tert-butyl-2,5-cyclohexadiene-1-one